BrC1=CC=2C(C3=CC(=CC=C3C2C=C1)Br)(F)F 2,7-Dibromo-9,9-difluoro-9H-fluoren